CN(C(CC1=CC(=CC=C1)CN1C(NC2=C1C=CC=C2)=O)=O)C N,N-dimethyl-2-(3-((2-oxo-2,3-dihydro-1H-benzo[d]imidazol-1-yl)methyl)phenyl)acetamide